S1CCCC12CCCCC2 1-thia-spiro[4.5]decane